FC1=C(CN2C[C@H]([C@@H](C2)C)C=2NC(C3=C(N2)N(N=C3)C3CCOCC3)=O)C=CC(=C1)F 6-[(3S,4S)-1-(2,4-difluorobenzyl)-4-methylpyrrolidin-3-yl]-1-(tetrahydro-2H-pyran-4-yl)-1,5-dihydro-4H-pyrazolo[3,4-d]pyrimidin-4-one